4'-nitroflavone [N+](=O)([O-])C1=CC=C(C=2OC3=CC=CC=C3C(C2)=O)C=C1